tert-butyl (4R)-2-[4-[2,4-difluoro-6-(2-methoxyethoxy)phenyl]-7-hydroxy-isothiazolo[5,4-c]pyridin-5-yl]-4-methyl-6,7-dihydro-4H-pyrazolo[1,5-a]pyrazine-5-carboxylate FC1=C(C(=CC(=C1)F)OCCOC)C1=C2C(=C(N=C1C1=NN3C([C@H](N(CC3)C(=O)OC(C)(C)C)C)=C1)O)SN=C2